[Ni]=O.[Cu].[Co].[Mn] manganese-cobalt-copper-nickel-oxide